Amino-4,6-dimercaptotriazine NC=1C(=NN=NC1S)S